5-cyclopropyl-2-((5-ethoxy-1-methyl-1H-pyrazol-3-yl)methyl)-7-((2-(methylamino)-1H-imidazol-1-yl)methyl)-3,4-dihydroisoquinolin-1(2H)-one C1(CC1)C1=C2CCN(C(C2=CC(=C1)CN1C(=NC=C1)NC)=O)CC1=NN(C(=C1)OCC)C